2-(5-(difluoromethyl)-3-(3-(1-(o-tolyl)cyclopropyl)-1,2,4-oxadiazol-5-yl)-1H-pyrazol-1-yl)-1-(3-(dimethylamino)pyrrolidin-1-yl)ethan-1-one FC(C1=CC(=NN1CC(=O)N1CC(CC1)N(C)C)C1=NC(=NO1)C1(CC1)C1=C(C=CC=C1)C)F